O1C=C(C=C1)C=1C2=C(N=CN1)N(C1=C2C=CN=C1)[C@H]1[C@H](O)[C@H](O)[C@H](O1)CO 4-(furan-3-yl)-9-(β-D-ribofuranosyl)-9H-pyrido[4',3':4,5]pyrrolo[2,3-d]pyrimidine